C(C)(C)N(C(C)C)CC=1C(=CC(=C(C(=O)O)C1)C)C1=CC(=NC=C1F)OC 5-[(diisopropylamino)methyl]-4-(5-fluoro-2-methoxy-4-pyridyl)-2-methyl-benzoic acid